[Cl-].FC=1C=C(CCN)C=CC1 3-fluorophenethyl-amine chloride